ClC=1C=CC2=C(N(CC(O2)C(=O)NC23CC(C2)(C3)NC(COC3=CC(=C(C=C3)Cl)F)=O)C(=O)[C@@H]3[C@H](C3)F)C1 6-chloro-N-{3-[2-(4-chloro-3-fluorophenoxy)acetamido]bicyclo[1.1.1]pentan-1-yl}-4-[(1R,2S)-2-fluorocyclopropane-1-carbonyl]-3,4-dihydro-2H-1,4-benzoxazine-2-carboxamide